3-(benzyloxy)oxetane C(C1=CC=CC=C1)OC1COC1